2-(2,5-diazabicyclo-[2.2.2]octan-2-yl)-N-((S)-chroman-4-yl)benzo[d]thiazole-6-carboxamide C12N(CC(NC1)CC2)C=2SC1=C(N2)C=CC(=C1)C(=O)N[C@H]1CCOC2=CC=CC=C12